[SiH](=O)[O-] silane-at